ClC=1C=CC(=NC1)C1=CC(=C2C=NC(=NN21)N[C@H]2[C@@H](COCC2)O)F (3S,4R)-4-((7-(5-chloropyridin-2-yl)-5-fluoropyrrolo[2,1-f][1,2,4]triazin-2-yl)amino)tetrahydro-2H-pyran-3-ol